N-{2-chloro-6-[4-(propan-2-yl)piperazin-1-yl]phenyl}-4-(5-cyclobutyl-1,2,4-oxadiazol-3-yl)-4-methylpiperidine-1-carboxamide ClC1=C(C(=CC=C1)N1CCN(CC1)C(C)C)NC(=O)N1CCC(CC1)(C)C1=NOC(=N1)C1CCC1